N-(3-cyano-4-methyl-1H-indol-7-yl)-1-[1-(2,2,2-trifluoroethyl)-4-piperidyl]pyrazole-4-sulfonamide C(#N)C1=CNC2=C(C=CC(=C12)C)NS(=O)(=O)C=1C=NN(C1)C1CCN(CC1)CC(F)(F)F